N-(3-ethylphenyl)-3-methyl-5-oxo-1-(4-(trifluoromethyl)phenyl)-4,5-dihydro-1H-pyrazole-4-carboxamide C(C)C=1C=C(C=CC1)NC(=O)C1C(=NN(C1=O)C1=CC=C(C=C1)C(F)(F)F)C